2-fluoro-3-[2-(dimethylamino)ethyl]-1H-indol-4-yl butyrate C(CCC)(=O)OC1=C2C(=C(NC2=CC=C1)F)CCN(C)C